[1-[3-amino-6-(2-hydroxyphenyl)pyridazin-4-yl]-4-phenyl-4-piperidyl]-(2,7-diazaspiro[3.5]nonan-2-yl)methanone NC=1N=NC(=CC1N1CCC(CC1)(C1=CC=CC=C1)C(=O)N1CC2(C1)CCNCC2)C2=C(C=CC=C2)O